3-((4,4-Difluorocyclohexyloxy)-5-nitrophenyl)-1,3,4-oxadiazol-2(3H)-one FC1(CCC(CC1)OC1=C(C=C(C=C1)[N+](=O)[O-])N1C(OC=N1)=O)F